2,2-dimethyl-N-[5-[(4-methylpiperazin-1-yl)methyl]-4-(trifluoromethyl)-2-pyridyl]propanamide CC(C(=O)NC1=NC=C(C(=C1)C(F)(F)F)CN1CCN(CC1)C)(C)C